C1C[C@H]([C@@H](C1)OCP(=O)(O)O)N2C=CC(=O)NC2=O The molecule is a phosphonic acid consisting of 1-cyclopentyluracil having a phosphomethoxy group at position 2 on the cyclopentyl ring with (1R,2R)-trans-stereochemistry. It derives from a uracil and a phosphonic acid.